Cyclobutylidenebis[2-(5-methyl-2-furyl)-4-(1-naphthyl)-5-methyl-1-indenyl]zirconium dichloride [Cl-].[Cl-].C1(CCC1)=[Zr+2](C1C(=CC2=C(C(=CC=C12)C)C1=CC=CC2=CC=CC=C12)C=1OC(=CC1)C)C1C(=CC2=C(C(=CC=C12)C)C1=CC=CC2=CC=CC=C12)C=1OC(=CC1)C